4-iodo-3-(methoxymethyl)-5-methylisoxazole IC=1C(=NOC1C)COC